C(C)OC1=C(C=CC=C1)N1CCNCC1 4-(2-ethoxyphenyl)piperazine